C1(=CC=CC=C1)\C=C\C(CCC1=CC=CC=C1)=O (1E)-1,5-Diphenyl-1-penten-3-one